ClC=1C=C(CN2C=3C(C=4C=CC=CC24)=CC=2N(C3)C(=CN2)CC=2OC(=CC2)C)C=CC1 6-(3-chlorobenzyl)-3-((5-methylfuran-2-yl)methyl)-6H-imidazo[1',2':1,6]Pyrido[3,4-b]Indole